(S)-1-(2-fluoro-5-((4-oxo-3,4-dihydrophthalazin-1-yl)methyl)benzoyl)pyrrolidine-3-yl methanesulfonate CS(=O)(=O)O[C@@H]1CN(CC1)C(C1=C(C=CC(=C1)CC1=NNC(C2=CC=CC=C12)=O)F)=O